(3S)-3-(pyridin-4-yl)-3-[1-(trifluoromethyl)cyclopropyl]propanoic acid N1=CC=C(C=C1)[C@H](CC(=O)O)C1(CC1)C(F)(F)F